N[C@@]1(C([C@@H](CC1)NC=1C=2N(N=CC1/C(/N)=N/C1=C(C=CC=C1)C1CC1)C=C(C2)C=2C=NNC2)(C)C)C (Z)-4-(((1R,3S)-3-amino-2,2,3-trimethylcyclopentyl)amino)-N'-(2-cyclopropylphenyl)-6-(1H-pyrazol-4-yl)pyrrolo[1,2-b]pyridazine-3-carboximidamide